methacryl-acrylnitrile C(=O)(C(=C)C)C(C#N)=C